benzyl (2-(1-(3-(2,4-dioxotetrahydropyrimidin-1(2H)-yl)-4-methoxybenzoyl)piperidin-4-yl)ethyl)(methyl)carbamate O=C1N(CCC(N1)=O)C=1C=C(C(=O)N2CCC(CC2)CCN(C(OCC2=CC=CC=C2)=O)C)C=CC1OC